C(C1=CC=CC=C1)OC(=O)N1CCC(CC1)NC1=CC(=NC=C1)C=1C(=NN(C1)[C@@H]1C[C@H](C1)CN)C1CC1 4-((2-(1-(trans-3-(aminomethyl)cyclobutyl)-3-cyclopropyl-1H-pyrazol-4-yl)pyridin-4-yl)amino)piperidine-1-carboxylic acid benzyl ester